1,4-bis(1-butoxyprop-1-en-2-yl)benzene C(CCC)OC=C(C)C1=CC=C(C=C1)C(=COCCCC)C